1-cyano-N-(1-(4-methoxyphenyl)-2-oxo-2-((4-(trimethylsilyl)phenyl)amino)ethyl)cyclopropane-carboxamide C(#N)C1(CC1)C(=O)NC(C(NC1=CC=C(C=C1)[Si](C)(C)C)=O)C1=CC=C(C=C1)OC